CC1=CC=2N(N=C1)C(C(=C(N2)C(F)(F)F)C=2C=NN(C2)CCC(F)(F)F)=O 8-methyl-2-(trifluoromethyl)-3-[1-(3,3,3-tri-fluoropropyl)-1H-pyrazol-4-yl]4H-pyrimido[1,2-b]pyridazin-4-one